OCCN(CCOC(N(C1=CC=C(C=C1)C(F)(F)F)C1=NC=CC(=N1)C1=CC(=CC=C1)Cl)=O)C [4-(3-chloro-phenyl)-pyrimidin-2-yl]-(4-trifluoromethyl-phenyl)-carbamic acid 2-[(2-hydroxy-ethyl)-methyl-amino]-ethyl ester